[1-(Azetidin-2-ylmethyl)-6-(5-fluoro-1H-pyrazol-4-yl)indol-3-yl]-(6-chlorochroman-3-yl)methanone N1C(CC1)CN1C=C(C2=CC=C(C=C12)C=1C=NNC1F)C(=O)C1COC2=CC=C(C=C2C1)Cl